CC(CCC)N([C@@H](C)C(=O)[O-])[P@@](=O)(OC1=CC=CC=C1)OCC1(\C(\C1)=C/N1C=2N=C(NC(C2N=C1)=O)N)CO (S)-pentan-2-yl((S)-(((Z)-2-((2-amino-6-oxo-1,6-dihydro-9H-purin-9-yl)methylene)-1-(hydroxymethyl)cyclopropyl)methoxy)(phenoxy)phosphoryl)-L-alaninate